C(C)(C)(C)OC(N(C1=CC(=C(C(=C1)F)S(NC=1N=CSC1)(=O)=O)F)CC1=C(C=CC=C1)CN1CCC1)=O (2-(azetidin-1-ylmethyl)benzyl)(3,5-difluoro-4-(N-(thiazol-4-yl)sulfamoyl)phenyl)carbamic acid tert-butyl ester